C(C)(C)[C@@H]1N(C(OC1)=O)C(=O)[C@H](C(C)(C1=CC=CC=C1)C)NC(OC(C)(C)C)=O tert-butyl N-[(1S)-1-[(4S)-4-isopropyl-2-oxo-oxazolidine-3-carbonyl]-2-methyl-2-phenyl-propyl]carbamate